CC=1C=C(N(N1)C1=CC=CC=C1)N 5-methyl-2-phenyl-pyrazol-3-amine